NC1=NC=2C=CC=NC2C2=C1N=C(N2CCCCNC(=O)NC2CCCCC2)CCCC [4-(4-amino-2-butyl-1H-imidazo[4,5-c][1,5]naphthyridin-1-yl)butyl]-N'-cyclohexylurea